C(C1=CC=CC=C1)NCCN1C(C2=C(C=3C=CC(=CC13)F)N(N=C2)C)=O 5-[2-(benzylamino)ethyl]-7-fluoro-1-methyl-pyrazolo[4,3-c]quinolin-4-one